2-amino-5-(4-(2-(3,5-difluorophenyl)-2-hydroxyacetamido)-2-methylphenyl)-N-(oxetan-3-yl)nicotinamide NC1=C(C(=O)NC2COC2)C=C(C=N1)C1=C(C=C(C=C1)NC(C(O)C1=CC(=CC(=C1)F)F)=O)C